ClC1=CC=C(C=C1)[C@@H]1N=C(N([C@@H]1C1=CC=C(C=C1)Cl)C(=O)N1CC(NCC1)=O)C1=C(C=C(C=C1)OC)OC(C)C 4-[[(4S,5R)-4,5-bis(4-chlorophenyl)-4,5-dihydro-2-[4-methoxy-2-(1-methylethoxy)phenyl]-1H-imidazol-1-yl]carbonyl]-2-piperazinone